Di-pinacol borate B(O)(O)O.OC(C)(C)C(C)(C)O.OC(C)(C)C(C)(C)O